C(#N)C1=NC2=CC(=CC(=C2N=C1N1CC2C(C2C1)(F)F)[C@@H](C)NC1=C(C(=O)O)C=CC=C1)C 2-(((1R)-1-(2-cyano-3-(6,6-difluoro-3-azabicyclo[3.1.0]hexan-3-yl)-7-methylquinoxalin-5-yl)ethyl)amino)benzoic acid